COC1=CC=C(C=C1)C=CC(=O)C=1C(NC=C2C=CC=CC12)=O 4-(3-(4-methoxyphenyl)acryloyl)isoquinolin-3(2H)-one